2-(2-methoxyethoxy)benzonitrile COCCOC1=C(C#N)C=CC=C1